N-(4-{[6-(5-Chloro-2-Fluorophenyl)Pyridazin-4-yl]Amino}Pyridin-2-yl)-3-(3-Methyl-1,3-Diazinan-1-yl)Propanamid ClC=1C=CC(=C(C1)C1=CC(=CN=N1)NC1=CC(=NC=C1)NC(CCN1CN(CCC1)C)=O)F